(E)-(2-chlorostyryl)(imino)(5-methoxypyridin-2-yl)-lambda6-sulfanone ClC1=C(/C=C/S(=O)(C2=NC=C(C=C2)OC)=N)C=CC=C1